[N+](=O)([O-])[O-].[Cu+2].[Pb+2].[N+](=O)([O-])[O-].[N+](=O)([O-])[O-].[N+](=O)([O-])[O-] lead copper nitrate